C1(CC1)C1=NC(=CC(=N1)C(=O)NC1=CC(=CC=C1)[C@@H](CC1=NN=CN1C)C)C (R)-2-cyclopropyl-6-methyl-N-(3-(1-(4-methyl-4H-1,2,4-triazol-3-yl)propan-2-yl)phenyl)pyrimidine-4-carboxamide